methyl 1-amino-4-(1-isopropyl-1H-pyrazol-3-yl)-3-phenyl-1H-pyrrole-2-carboxylate NN1C(=C(C(=C1)C1=NN(C=C1)C(C)C)C1=CC=CC=C1)C(=O)OC